C(#N)C(CCC(=O)O)(C)SSC1=CC=CC=C1 4-cyano-4-(phenylthiothio)pentanoic acid